ClC1=C(C(=O)NC2CN(C2)C(=O)[C@H]2NC[C@@H](C2)O)C=CC(=C1)NC=1C=2N(C=CN1)C(=CN2)C=2C(=NNC2)C(F)(F)F 2-chloro-N-[1-[(2S,4R)-4-hydroxypyrrolidine-2-carbonyl]azetidin-3-yl]-4-[[3-[3-(trifluoromethyl)-1H-pyrazol-4-yl]imidazo[1,2-a]pyrazin-8-yl]amino]benzamide